O[C@@H]1C[C@H](NC1)C(=O)NCCCNC(C1=C(C=C(C=C1)NC=1C=2N(C=CN1)C(=CN2)C=2C(=NN(C2)C)C(F)(F)F)C)=O (2S,4R)-4-hydroxy-N-[3-[[2-methyl-4-[[3-[1-methyl-3-(trifluoromethyl)pyrazol-4-yl]imidazo[1,2-a]pyrazin-8-yl]amino]benzoyl]amino]propyl]pyrrolidine-2-carboxamide